NC1=CC=CC(=N1)S(=O)(=O)NC(=O)C=1C(=NC(=CC1)C=1C=NC(=CC1)OC(C)C)N1CC(CC(C1)C)(C)C N-[(6-Amino-2-pyridyl)sulfonyl]-6-(6-isopropoxy-3-pyridyl)-2-(3,3,5-trimethyl-1-piperidyl)pyridin-3-carboxamid